2-imino-3-(2-isopropyl-5-methyl-phenyl)thiazolidin-4-one N=C1SCC(N1C1=C(C=CC(=C1)C)C(C)C)=O